t-butyliminotris(diacetylamino)niobium C(C)(C)(C)N=[Nb](N(C(C)=O)C(C)=O)(N(C(C)=O)C(C)=O)N(C(C)=O)C(C)=O